2-(2,6-Dimethyl-4-(1-(5-oxo-4-(4-(trifluoromethyl)phenyl)-4,5-dihydro-1H-1,2,4-triazol-1-yl)ethyl)phenoxy)-2-methylpropanoic acid ethyl ester C(C)OC(C(C)(C)OC1=C(C=C(C=C1C)C(C)N1N=CN(C1=O)C1=CC=C(C=C1)C(F)(F)F)C)=O